Sodium (5-(4-(benzo[c][1,2,5]oxadiazol-5-ylcarbamoyl)-5-(trifluoromethyl)-1H-pyrazol-1-yl)-1-oxoisoquinolin-2(1H)-yl)methyl phosphate P(=O)(OCN1C(C2=CC=CC(=C2C=C1)N1N=CC(=C1C(F)(F)F)C(NC1=CC=2C(=NON2)C=C1)=O)=O)([O-])[O-].[Na+].[Na+]